CN(C(=O)C=1N=CNC1)CCCCC1=CC=CC=C1 N-methyl-N-(4-phenylbutyl)-1H-imidazole-4-carboxamide